C(C)(C)(C)P(C1=CC=C(C=C1)N(C)C)(C(C)(C)C)[V]P(C(C)(C)C)(C(C)(C)C)C1=CC=C(C=C1)N(C)C bis{di-tert-butyl[4-(dimethylamino)phenyl]-phosphoranyl}Vanadium